[Cl-].C(=O)(O)C1=C(C=CC=C1)C=1C2=CC=C(C=C2[O+]=C2C=C(C=CC12)N(CC)CC)N(CC)CC 9-(2-carboxyphenyl)-3,6-bis(diethylamino)xanthylium chloride